COC(=O)C1=CC(=C(C(O1)=O)OCCOC)I.ClC[C@]1([C@H](C[C@@H](O1)N1C(N=C(C=C1)NO)=O)O)CO 1-[(2R,4S,5R)-5-(chloromethyl)-4-hydroxy-5-(hydroxymethyl)oxolan-2-yl]-4-(hydroxyamino)pyrimidin-2-one Methyl-4-iodo-3-(2-methoxyethoxy)-2-oxo-2H-pyran-6-carboxylate